S1C=C(C=C1)C=1C=C(COC=2C=CC(=C(C(=O)O)C2)O)C=C(C1)C1=CSC=C1 5-((3,5-di(Thiophen-3-yl)benzyl)oxy)-2-hydroxybenzoic acid